4,4-bis(carbazolyl)biphenyl C1(=CC=CC=2C3=CC=CC=C3NC12)C1(CC=C(C=C1)C1=CC=CC=C1)C1=CC=CC=2C3=CC=CC=C3NC12